2-phenyl-4,5-dihydroxymethyl-imidazole C1(=CC=CC=C1)C=1NC(=C(N1)CO)CO